FC(C1=NN=C(O1)C=1SC(=CN1)CN(S(=O)(=O)CC)C=1C=NC=C(C1)F)F N-({2-[5-(difluoromethyl)-1,3,4-oxadiazol-2-yl]-1,3-thiazol-5-yl}methyl)-N-(5-fluoropyridin-3-yl)ethane-1-sulfonamide